3-(difluoromethyl)-6-oxo-1H-pyridazin FC(C1=NNC(C=C1)=O)F